3-(2-(3-chloro-1H-indazol-6-yl)-6-(methylcarbamoyl)-1H-benzo[d]imidazol-1-yl)-4,4-dimethylpentanoic acid ClC1=NNC2=CC(=CC=C12)C1=NC2=C(N1C(CC(=O)O)C(C)(C)C)C=C(C=C2)C(NC)=O